(4-(6-amino-5-(trifluoromethoxy)pyridin-3-yl)-1-(3-fluorobicyclo[1.1.1]pentan-1-yl)-1H-imidazol-2-yl)(cyclopropyl)methanol NC1=C(C=C(C=N1)C=1N=C(N(C1)C12CC(C1)(C2)F)C(O)C2CC2)OC(F)(F)F